C1(CC1)C=1C=C(N=NC1C1=C(C=C(C=C1)C#C)OCOCC)NC(C(C)N(C(OC(C)(C)C)=O)C)=O Tert-butyl (1-((5-cyclopropyl-6-(2-(ethoxymethoxy)-4-ethynylphenyl)pyridazin-3-yl)amino)-1-oxopropane-2-yl)(methyl)carbamate